N-((4-((2-(6,6-difluoro-8-azabicyclo[3.2.1]oct-8-yl)ethyl)amino)-3-nitrophenyl)sulfonyl)-2-(2,3-dihydropyrrolo[3',2':5,6]pyrido[2,3-b][1,4]oxazin-1(6H)-yl)benzamide FC1(C2CCCC(C1)N2CCNC2=C(C=C(C=C2)S(=O)(=O)NC(C2=C(C=CC=C2)N2C1=C(OCC2)N=C2C(=C1)C=CN2)=O)[N+](=O)[O-])F